8-cyclopropyl-6-morpholinomethyl-7-(1-naphthylmethyl)-5-oxo-2,3-dihydro-5H-[1,3]thiazolo[3,2-a]pyridine-3-carboxylic acid, lithium salt [Li+].C1(CC1)C1=C2N(C(C(=C1CC1=CC=CC3=CC=CC=C13)CN1CCOCC1)=O)C(CS2)C(=O)[O-]